FC(C=1C(=C(C=CC1)[C@@H](C)NC1=C(C(=NC(=N1)OC)C(C(=O)NC1=C(C=NC=C1)F)C)C1OCCO1)F)F 2-(6-(((R)-1-(3-(difluoromethyl)-2-fluorophenyl)ethyl)amino)-5-(1,3-dioxolan-2-yl)-2-methoxypyrimidin-4-yl)-N-(3-fluoropyridin-4-yl)propanamide